(1S,2S)-(-)-N-methanesulfonyl-1,2-diphenylethylenediamine CS(=O)(=O)N[C@H]([C@@H](N)C1=CC=CC=C1)C1=CC=CC=C1